2-(6-fluoro-2-methyl-1,3-benzoxazol-5-yl)-4-[[5-(4-hydroxy-1-piperidyl)-2-pyridyl]amino]-6H-1,6-naphthyridin-5-one FC1=CC2=C(N=C(O2)C)C=C1C1=NC=2C=CNC(C2C(=C1)NC1=NC=C(C=C1)N1CCC(CC1)O)=O